CNC1=NC2=C(C(=O)N1)NC=N2 The molecule is a methylguanine in which the methyl group is located at the N2-position. It has a role as a human metabolite. It is a methylguanine and a secondary amino compound.